CC1=C[C@H]2[C@@H]3CC[C@H](C(C)=O)[C@]3(CC[C@@H]2[C@]2(CCC(C=C12)=O)C)C 6-methylpregna-4,6-diene-3,20-dione